4,4'-dimethoxy-3''-[N-(imidazolylethyl)carbamoyl]trityl ether COC1=CC=C(C(C2=CC=C(C=C2)OC)(C2=CC(=CC=C2)C(NCCC=2NC=CN2)=O)OC(C2=CC=C(C=C2)OC)(C2=CC=C(C=C2)OC)C2=CC(=CC=C2)C(NCCC=2NC=CN2)=O)C=C1